C(CCC)[O-] n-butanolAt